ClC=1C(=C(CNC(CN2N=CC3=CC=CC=C23)=O)C=C(C1)N1CCOCC1)F (2-((3-chloro-2-fluoro-5-morpholinobenzyl)amino)-2-oxoethyl)-1H-indazole